3-((7-(5-chloro-1-((4-fluoropiperidin-4-yl)methyl)-1H-indol-7-yl)thieno[3,2-b]pyridin-2-yl)methyl)-1-methylimidazoline-2,4-dione trifluoroacetate FC(C(=O)O)(F)F.ClC=1C=C2C=CN(C2=C(C1)C1=C2C(=NC=C1)C=C(S2)CN2C(N(CC2=O)C)=O)CC2(CCNCC2)F